FC(CCN1N=C(N=C1)C(=O)OC)F methyl 1-(3,3-difluoropropyl)-1H-1,2,4-triazole-3-carboxylate